silver-lead-silicon [Si].[Pb].[Ag]